NC1=C(C(=NN1C1CCCC1)C1=CC(=C(C=C1)Br)F)C#N 5-Amino-3-(4-bromo-3-fluoro-phenyl)-1-cyclopentyl-pyrazole-4-carbonitrile